4-(3-fluoro-3-methyl-1-(5-(4-(trifluoromethyl)phenyl)-2H-indazol-2-yl)butyl)benzamide FC(CC(N1N=C2C=CC(=CC2=C1)C1=CC=C(C=C1)C(F)(F)F)C1=CC=C(C(=O)N)C=C1)(C)C